bis(isocyanato-methyl)bicyclo[2.2.1]heptane N(=C=O)CC1C2(CCC(C1)C2)CN=C=O